benzyl 5-{4-[(6S)-6-(2-t-butoxy-2-oxoethyl)-2,3,9-trimethyl-6H-thieno[3,2-f][1,2,4]triazolo[4,3-a][1,4]diazepin-4-yl]phenyl}pyrazine-2-carboxylate C(C)(C)(C)OC(C[C@H]1C=2N(C3=C(C(=N1)C1=CC=C(C=C1)C=1N=CC(=NC1)C(=O)OCC1=CC=CC=C1)C(=C(S3)C)C)C(=NN2)C)=O